3,7,9-trimethyl-2,6-decadienal CC(=CC=O)CCC=C(CC(C)C)C